C(C)C1=CC=C(C=C1)C(C)=O 1-(4-ethylphenyl)ethane-1-one